Ethyl 1-(3-chlorophenyl)-7-oxo-6-(1,2,3,4-tetrahydroisoquinolin-7-yl)-4,5-dihydropyrazolo[3,4-c]pyridine-3-carboxylate hydrochloride Cl.ClC=1C=C(C=CC1)N1N=C(C2=C1C(N(CC2)C2=CC=C1CCNCC1=C2)=O)C(=O)OCC